N1CCCCCC1 hexahydro-1H-azepin